C(C)(C)(C)C1CC[C@@]2([C@H](N1C(=O)OCCN1CN(CN(C1)CCO)CCO)CCC2)CO 2,2',2''-(hexahydro-1,3,5-triazine-1,3,5-triyl)triethanol tert-butyl-(4aS,7aR)-4a-(hydroxymethyl)octahydro-1H-cyclopenta[b]pyridine-1-carboxylate